t-octyl glycidyl ether C(C1CO1)OC(C)(C)CC(C)(C)C